chromane-3,4-dione O1CC(C(C2=CC=CC=C12)=O)=O